C1(CC1)C1=NC(=NO1)C1(CCN(CC1)C(=O)NC1=C(C=CC=C1N1[C@H]2CN([C@@H](C1)C2)C(C)C)F)C 4-(5-cyclopropyl-1,2,4-oxadiazol-3-yl)-N-{2-fluoro-6-[(1r,4r)-5-(propan-2-yl)-2,5-diazabicyclo[2.2.1]heptane-2-yl]phenyl}-4-methylpiperidine-1-carboxamide